tert-butyl (E)-3-(5-acetamido-3-fluoro-2-methylphenyl)acrylate C(C)(=O)NC=1C=C(C(=C(C1)/C=C/C(=O)OC(C)(C)C)C)F